1,2-bis((8,8-dimethyl-1-oxaspiro[4.5]dec-2-yl)oxy)cyclohexane CC1(CCC2(CCC(O2)OC2C(CCCC2)OC2OC3(CC2)CCC(CC3)(C)C)CC1)C